COCCCN1N=CC(=C1)C=1C=CC=2N(C1)N=CC2C#N 6-(1-(3-methoxypropyl)-1H-pyrazol-4-yl)pyrazolo[1,5-a]pyridine-3-carbonitrile